Cl.C1CC12OCCNC2 4-oxa-7-azaspiro-[2.5]octane hydrochloride